C(C1=CC=CC=C1)OC1=C(C(=O)N2CC3=CC=CC(=C3C2)N2CC(C2)C#N)C(=CC(=C1)O)O 1-(2-(2-(benzyloxy)-4,6-dihydroxybenzoyl)isoindolin-4-yl)azetidine-3-carbonitrile